6-hydroxy-3,5,7,8-tetramethyl-2-naphthoic acid OC=1C(=C2C=C(C(=CC2=C(C1C)C)C(=O)O)C)C